2-amino-3-methyl-N-((4R)-2-methyl-4,5,6,7-tetrahydro-2H-indazol-4-yl)-N-((5-(trifluoromethyl)-2-pyridinyl)methyl)-6-quinolinecarboxamide NC1=NC2=CC=C(C=C2C=C1C)C(=O)N(CC1=NC=C(C=C1)C(F)(F)F)[C@H]1C2=CN(N=C2CCC1)C